bis(t-butoxycarbonyl)-1H-pyrazole-1-carboxamidine C(C)(C)(C)OC(=O)C=1C(=NN(C1)C(=N)N)C(=O)OC(C)(C)C